O1NC=CC=N1 1,2,6-oxadiazine